cis-4-Hydroxy-4-methylcyclohexyl methanesulfonate CS(=O)(=O)OC1CCC(CC1)(C)O